C1(=CC=CC=C1)N(OCC=C)C1=CC=CC=C1 N,N-diphenyl-O-allylhydroxylamine